COC1=CC=C(CN[C@H](CO)C)C=C1 (S)-2-((4-methoxybenzyl)amino)propan-1-ol